(2Z)-4-oxo-4-[3-(trifluoromethyl)-5,6-dihydro-[1,2,4]triazolo[4,3-a]pyrazin-7(8H)-yl]-1-(2,4,5-trifluorophenyl)but-2-ene-2-amine O=C(\C=C(\CC1=C(C=C(C(=C1)F)F)F)/N)N1CC=2N(CC1)C(=NN2)C(F)(F)F